3-(4-Tert-butylphenyl)-5-[(2-methylpropan-2-yl)oxy]phenol C(C)(C)(C)C1=CC=C(C=C1)C=1C=C(C=C(C1)OC(C)(C)C)O